(Z)-5-(2,4-difluoro-3-hydroxybenzylidene)-3-(3-hydroxybenzyl)thiazolidine-2,4-dione FC1=C(\C=C/2\C(N(C(S2)=O)CC2=CC(=CC=C2)O)=O)C=CC(=C1O)F